C[C@@H]([C@@H](N)C(=O)O)CCN (2R,3R)-3-methyl-ornithine